N-[2-methoxy-6-(4,5,6,7-tetrahydroimidazo[4,5-c]pyridin-3-yl)-3-pyridyl]-5-methyl-3-phenyl-isoxazole-4-carboxamide dihydrochloride Cl.Cl.COC1=NC(=CC=C1NC(=O)C=1C(=NOC1C)C1=CC=CC=C1)N1C=NC2=C1CNCC2